(3R)-3-[8-[4-[(4R)-4-[2-[3-amino-6-(3-fluoro-2-hydroxy-phenyl)pyridazin-4-yl]-4-pyridyl]-3,3-difluoro-1-piperidyl]cyclohexyl]-2,3-dihydro-1,4-benzoxazin-4-yl]piperidine-2,6-dione NC=1N=NC(=CC1C1=NC=CC(=C1)[C@@H]1C(CN(CC1)C1CCC(CC1)C1=CC=CC=2N(CCOC21)[C@H]2C(NC(CC2)=O)=O)(F)F)C2=C(C(=CC=C2)F)O